CC(CC)CCCC(CCCC(CCCCCCCCCCCCCC)C)C 3,7,11-Trimethylpentacosane